O=C1NC(CCC1C=1C=C(C=NC1)CN1CCC(CC1)N1N=C2C=C(C(=CC2=C1)NC(C1=CN=C(C=C1)C(F)(F)F)=O)OC)=O N-(2-(1-((5-(2,6-dioxopiperidin-3-yl)pyridin-3-yl)methyl)piperidin-4-yl)-6-methoxy-2H-indazol-5-yl)-6-(trifluoromethyl)nicotinamide